1-(8-Cyano-quinolin-5-yl)-piperidine-4-carboxylic acid (2-piperidin-1-yl-ethyl)-amide N1(CCCCC1)CCNC(=O)C1CCN(CC1)C1=C2C=CC=NC2=C(C=C1)C#N